2-(2-octenyl)-1,10-decanedioic acid C(C=CCCCCC)C(C(=O)O)CCCCCCCC(=O)O